tert-butyl 4-((1-phenylpiperidin-4-yl)methyl)piperazine-1-carboxylate C1(=CC=CC=C1)N1CCC(CC1)CN1CCN(CC1)C(=O)OC(C)(C)C